propane-1,2-dicarboxylic acid C(C(C)C(=O)O)C(=O)O